C(=O)OC1(CN(C1)CC1=CC=C(C2=CC=CC=C12)C1CN(C1)C1=C(C=CC=C1Cl)Cl)C 1-((4-(1-(2,6-dichlorophenyl)azetidin-3-yl)naphthalen-1-yl)methyl)-3-methylazetidin-3-ol formate